N(=C=O)CC1CCC(CC1)CN=C=O 1,4-Bis-(isocyanatomethyl)-cyclohexan